2-allylpropane C(C=C)C(C)C